FC(C(OC(C)C)C1=CC=C(C=C1)C1=CC=CC=C1)(OC(C)C)F 4-(2,2-difluoro-1,2-diisopropoxyethyl)-1,1'-biphenyl